2-oxa-7-azaspiro[4.4]nonane-7-carboxylate C1OCCC12CN(CC2)C(=O)[O-]